2-(4-methoxy-2-methylindol-5-yl)pyrido[3,2-d]Pyrimidin-6-ol COC1=C2C=C(NC2=CC=C1C=1N=CC2=C(N1)C=CC(=N2)O)C